tert-butyl 4-(7-bromo-6-chloro-2-(((S)-1-methylpyrrolidin-2-yl)methoxy)quinazolin-4-yl)-2-(cyanomethyl)piperazine-1-carboxylate BrC1=C(C=C2C(=NC(=NC2=C1)OC[C@H]1N(CCC1)C)N1CC(N(CC1)C(=O)OC(C)(C)C)CC#N)Cl